FC(CN1C(=C(C(C(=C1)C=1OC=CC1)=O)C(=O)O)C)F 1-(2,2-Difluoroethyl)-5-(furan-2-yl)-2-methyl-4-oxo-1,4-dihydropyridine-3-carboxylic acid